(2R,3R)-beta-methylcyclohexylalanine CC[C@@H](NC1CCCCC1)C(=O)O